methyl 2,6,6-trimethylcyclohex-2-ene-1-carboxylate CC=1C(C(CCC1)(C)C)C(=O)OC